O=C(C(=O)OC)N1CCC(CC1)C1=CC=C(C=C1)NC(=O)N1CC2=CC(=C(C(=C2C1)F)F)F methyl 2-oxo-2-(4-(4-(4,5,6-trifluoroisoindoline-2-carboxamido)phenyl)piperidin-1-yl)acetate